(12S)-6-(benzyloxy)-18-(1-methyl-1H-pyrazol-4-yl)-20-nitro-6-(trifluoromethyl)-22-oxa-3,4,16,21-tetraazatetracyclo[15.3.1.12,5.012,16]docosa-1(21),2,4,9,17,19-hexaene C(C1=CC=CC=C1)OC1(C2=NN=C(C=3C(=CC(=C(N4CCC[C@H]4CC=CCC1)N3)C=3C=NN(C3)C)[N+](=O)[O-])O2)C(F)(F)F